ClC=1C2=C(N=CN1)C=CC(=N2)N2CC1(CCN1C(=O)OC(C)(C)C)C2 tert-Butyl 6-(4-chloropyrido[3,2-d]pyrimidin-6-yl)-1,6-diazaspiro[3.3]heptane-1-carboxylate